3-fluorocyclopentan-2-ol FC1C(CCC1)O